4-[2-(3-Chloro-2-methyl-phenyl)ethynyl]-5-methyl-1-(3-pyridinyl)imidazole-2-carboxamide ClC=1C(=C(C=CC1)C#CC=1N=C(N(C1C)C=1C=NC=CC1)C(=O)N)C